5-[6-(trifluoromethyl)pyridin-3-yl]-1H-imidazol FC(C1=CC=C(C=N1)C1=CN=CN1)(F)F